NCCC(C)NC(=O)C1=CC2=CC=CC(=C2C=C1)OC1=CC=C(C=C1)C(F)(F)F N-(4-Aminobutan-2-yl)-5-(4-(trifluoromethyl)phenoxy)-2-naphthamide